C(#N)C1=CC=C(NC=2C3=C(N=CN2)C(CC3)O)C=C1 4-(4-cyanoanilino)-6,7-dihydro-7-hydroxy-5H-cyclopenta(d)pyrimidine